O=C1N(CCNC1)C[C@H]1NC([C@H](SCC1)C1=CC=C(C=C1)OC1=CC=CC=C1)=O (2R,5S)-5-[(2-oxopiperazin-1-yl)methyl]-2-(4-phenoxyphenyl)-1,4-thiazepan-3-one